(R)-N-(3,3-difluoro-1-(methyl-d3)piperidin-4-yl)-5-(1-(2,2-difluoroethyl)-4-fluoro-2-methyl-1H-benzo[d]imidazol-6-yl)-6-fluoro-4-(methoxy-d3)pyrrolo[2,1-f][1,2,4]triazin-2-amine FC1(CN(CC[C@H]1NC1=NN2C(C(=N1)OC([2H])([2H])[2H])=C(C(=C2)F)C=2C=C(C1=C(N(C(=N1)C)CC(F)F)C2)F)C([2H])([2H])[2H])F